BrC=1C=C2C(=CC(=NC2=C(C1)C)Cl)OCC 6-bromo-2-chloro-4-ethoxy-8-methylquinoline